(2-((5-((3S,4S)-4-amino-3-methyl-2-oxa-8-azaspiro[4.5]decan-8-yl)pyrazin-2-yl)thio)-3-chloropyridin-4-yl)dimethylphosphine oxide N[C@@H]1[C@@H](OCC12CCN(CC2)C=2N=CC(=NC2)SC2=NC=CC(=C2Cl)P(C)(C)=O)C